C(C)OC=1C=C(C=CC1C=1NC(C2=C(N1)NN=N2)=O)C2=CC(=CC=C2)O[C@@H](C(=O)O)CC (R)-2-((3'-ethoxy-4'-(7-oxo-6,7-dihydro-3H-[1,2,3]triazolo[4,5-d]pyrimidin-5-yl)-[1,1'-biphenyl]-3-yl)oxy)butanoic acid